2,4-dioxo-3-(2-Fluorobenzyl)-N-phenyl-1,2,3,4-tetrahydropyrimidine-5-carboxamide O=C1NC=C(C(N1CC1=C(C=CC=C1)F)=O)C(=O)NC1=CC=CC=C1